CC1=C(C(=O)NC2(CC2)C2=C3C=CC=NC3=CC(=C2)C=2OC(=CC2)C)C=C(C=C1)OC[C@H]1N(CC1)C (S)-2-Methyl-5-((1-methylazetidin-2-yl)methoxy)-N-(1-(7-(5-methylfuran-2-yl)quinolin-5-yl)cyclopropyl)benzamide